ClCC1=C(C=CC(=C1)[N+](=O)[O-])C 2-(chloromethyl)-1-methyl-4-nitrobenzene